FC(C=1C(=C(C=CC1)[C@@H](C)NC1=CC(=NC2=CC=C(C=C12)C=1CCNCC1)C)F)F (R)-N-(1-(3-(difluoromethyl)-2-fluorophenyl)ethyl)-2-methyl-6-(1,2,3,6-tetrahydropyridin-4-yl)quinolin-4-amine